octyl 2-propoxymethyl-3,3-dimethylbutyrate C(CC)OCC(C(=O)OCCCCCCCC)C(C)(C)C